ethyl 3-isocyanatopropionate N(=C=O)CCC(=O)OCC